5-chloro-2-(2-chloro-4-fluorophenoxy)-N-(3-sulfonylphenyl)benzamide ClC=1C=CC(=C(C(=O)NC=2CC(C=CC2)=S(=O)=O)C1)OC1=C(C=C(C=C1)F)Cl